(3S,4R)-3-fluoro-4-hydroxy-piperidine-1-carboxylic acid tert-butyl ester C(C)(C)(C)OC(=O)N1C[C@@H]([C@@H](CC1)O)F